O=C1NCC[C@H]1NC1=C(N=C(S1)C(F)(F)F)C(=O)OCC ethyl (R)-5-((2-oxopyrrolidin-3-yl)amino)-2-(trifluoromethyl)thiazole-4-carboxylate